6-chloro-4,4-dimethyl-1-(4-methylbenzene-sulfonyl)-2,3-dihydro-1,5-naphthyridine ClC=1N=C2C(CCN(C2=CC1)S(=O)(=O)C1=CC=C(C=C1)C)(C)C